FC1=CC(=C(C=C1)[C@H]1[C@@H](O[C@](C1)(C(F)(F)F)C)C(=O)NC1=CC(=NC=C1)C(=O)OC)OC |r| methyl rac-(2R,3S,5R)-4-[[3-(4-fluoro-2-methoxy-phenyl)-5-methyl-5-(trifluoromethyl)tetrahydrofuran-2-carbonyl]amino]pyridine-2-carboxylate